C1(=CC=CC2=CC=CC=C12)B(O)O 1-naphthaleneboronic acid